lithium 4-methylthiophenoxide CC1=CC=C([S-])C=C1.[Li+]